CN(N)C(C=C)=O acrylic acid methyl hydrazide